(E)-3-[4-(Difluoromethoxy)-3-methoxyphenyl]-1-(2,4-dihydroxyphenyl)prop-2-en-1-one FC(OC1=C(C=C(C=C1)/C=C/C(=O)C1=C(C=C(C=C1)O)O)OC)F